(S)-2-((4-((2-hydroxy-1-phenylethyl)amino)-5-(3-morpholino-1,2,4-oxadiazol-5-yl)pyridin-2-yl)amino)-6,7,7-trimethyl-6,7-dihydro-5H-pyrrolo[3,4-b]pyridin-5-one OC[C@H](C1=CC=CC=C1)NC1=CC(=NC=C1C1=NC(=NO1)N1CCOCC1)NC1=CC=C2C(=N1)C(N(C2=O)C)(C)C